ClC1=C(C=C(C(=C1)Cl)OC)NC1=C(C=NC2=CC(=C(C=C12)OC)OCCCN1CCN(CC1)C(CCCCNC1=C2C(N(C(C2=CC=C1)=O)C1C(NC(CC1)=O)=O)=O)=O)C#N 4-((2,4-dichloro-5-methoxyphenyl)amino)-7-(3-(4-(5-((2-(2,6-dioxopiperidin-3-yl)-1,3-dioxoisoindolin-4-yl)amino)pentanoyl)piperazin-1-yl)propoxy)-6-methoxyquinoline-3-carbonitrile